N-((1S)-(4,4-difluorocyclohexyl)(6-(((5R)-2-oxo-5-(trifluoromethyl)piperidin-3-yl)methyl)imidazo[1,2-b]pyridazin-2-yl)methyl)-4-(difluoromethyl)-1,2,5-oxadiazole-3-carboxamide FC1(CCC(CC1)[C@H](NC(=O)C1=NON=C1C(F)F)C=1N=C2N(N=C(C=C2)CC2C(NC[C@@H](C2)C(F)(F)F)=O)C1)F